C=1N=CN2C1C1=CC=CC=C1[C@@H]2C2C(C1=CC(=CC=C1CC2)S(=O)(=O)C)O 2-((S)-5H-imidazo[5,1-a]isoindol-5-yl)-7-(methylsulfonyl)-1,2,3,4-tetrahydronaphthalen-1-ol